COC=1C=C(C=NC1N1CCC(CC1)C(F)(F)F)NC=1C=CC2=C(OCC(N2)=O)C1 7-((5-methoxy-6-(4-(trifluoromethyl)piperidin-1-yl)pyridin-3-yl)amino)-2H-benzo[b][1,4]oxazin-3(4H)-one